(1S,3R)-1-(4-((tert-butyldiphenylsilyl)oxy)-2,6-difluorophenyl)-2-(2-fluoro-2-methylpropyl)-3-methyl-1,2,3,4-tetrahydroisoquinoline [Si](C1=CC=CC=C1)(C1=CC=CC=C1)(C(C)(C)C)OC1=CC(=C(C(=C1)F)[C@H]1N([C@@H](CC2=CC=CC=C12)C)CC(C)(C)F)F